C(C1=CC=CC=C1)OC(=O)N1CCO[C@@H](CC1)CC(=O)OC.C(#N)C1=CC(=C(COC2=CC=CC(=N2)NC(=O)[C@H]2NCCC2)C=C1)F (S)-N-(6-((4-cyano-2-fluorobenzyl)oxy)pyridin-2-yl)pyrrolidine-2-carboxamide (S)-benzyl-7-(2-methoxy-2-oxoethyl)-1,4-oxazepane-4-carboxylate